OCC1CCN(CC1)CC(=O)OC(C)(C)C tert-Butyl 2-(4-(hydroxymethyl)piperidin-1-yl)acetate